FC1=C(COC2=C(C=C(C=C2)N2C(N(C3=C2C=NC=C3)C=3C=C(C=CC3)NC(C=C)=O)=O)F)C(=CC=C1)F N-(3-(3-(4-((2,6-difluorobenzyl)oxy)-3-fluorophenyl)-2-oxo-2,3-dihydro-1H-imidazo[4,5-c]pyridin-1-yl)phenyl)acrylamide